OC1=C(C=O)C=C(C=C1OC)\C=C\C1=CC=C(C=C1)C=1N=CSC1 (E)-2-hydroxy-3-methoxy-5-(4-(thiazol-4-yl)styryl)benzaldehyde